COC(=O)N1CC(C1)C1=NC(=NO1)C1=CC(=C(C(=C1)NC(=O)C1=CN=C2N1C=C(C=C2)N2CCNCC2)C)F 3-(3-(3-fluoro-4-methyl-5-(6-(piperazin-1-yl)imidazo[1,2-a]pyridine-3-carboxamido)phenyl)-1,2,4-oxadiazol-5-yl)azetidine-1-carboxylic acid methyl ester